4,7-bis(1H-1,2,4-triazolyl)-2,1,3-benzothiadiazole N1(N=CN=C1)C1=CC=C(C2=NSN=C21)N2N=CN=C2